2-(4-methyl-3-pentenyl)-9-acryloyloxy-10-methoxycarbonyloxy-1,2,3,4-tetrahydroanthracene CC(=CCCC1CC2=C(C3=CC=CC=C3C(=C2CC1)OC(=O)OC)OC(C=C)=O)C